C(C)(=O)N1CCC(CC1)C1=CC=C(C=C1)C=1N=NNC1C(=O)O 4-(4-(1-acetylpiperidin-4-yl)phenyl)-1H-1,2,3-triazole-5-carboxylic acid